Cl.CN1N=C(C=C1)C=1C=CC(=C(C1)O)C1=CN=C(N=N1)N1CC(CC1)NC(C)C 5-(1-methyl-1H-pyrazol-3-yl)-2-(3-{3-[(prop-2-yl)amino]pyrrolidin-1-yl}-1,2,4-triazin-6-yl)phenol hydrochloride